(S)-2,2-difluoro-N-[4-methyl-3-[4-methyl-1-(2-trimethylsilylethoxymethyl)imidazole-2-yl]phenyl]cyclopropanecarboxamide FC1([C@@H](C1)C(=O)NC1=CC(=C(C=C1)C)C=1N(C=C(N1)C)COCC[Si](C)(C)C)F